Br[C@H]1CC[C@H](CC1)C1=CB(OC=2C1=C1C(=NC2)NC=C1)O 9-(cis-4-bromocyclohexyl)-[1,2]oxaborinino[5,6-d]pyrrolo[2,3-b]pyridin-7(3H)-ol